3-((3-bromophenyl)thio)propanenitrile BrC=1C=C(C=CC1)SCCC#N